C(C1=CC=CC=C1)(C1=CC=CC=C1)N1C(N(CC1)CC=1C=C2CN(CC2=CC1)N1C(NC(CC1)=O)=O)=O 5-((3-Benzhydryl-2-oxoimidazolidin-1-yl)methyl)-2-(2,4-dioxotetrahydropyrimidin-1(2H)-yl)isoindoline